1-propanol-d C(CC)O[2H]